ClC1=NC=CC(=N1)NC1CCN(CC1)C(C)=O 1-(4-((2-Chloropyrimidin-4-yl)amino)piperidin-1-yl)ethanone